cinnamic acid (+)-menthyl ester C1(CC(C(CC1)C(C)C)OC(C=CC1=CC=CC=C1)=O)C